tert-butyl (R)-(1-amino-3,3-dimethyl-1-oxobutan-2-yl)carbamate NC([C@@H](C(C)(C)C)NC(OC(C)(C)C)=O)=O